ClC=1C(=CC2=CC=CC=C2C1)C(=O)N[C@@H]1CCO[C@]12O[C@@H]([C@@H]([C@@H]([C@H]2O)N2N=NC(=C2)C2=CC(=C(C(=C2)F)F)F)O)CO 3-chloro-N-((4R,5S,7R,8R,9S,10R)-8,10-dihydroxy-7-(hydroxymethyl)-9-(4-(3,4,5-trifluorophenyl)-1H-1,2,3-triazol-1-yl)-1,6-dioxaspiro[4.5]decan-4-yl)-2-naphthamide